N[C@H](C1=NC2=C(N1)C=CC(=C2)[C@H](NC(C(CC2CC2)(F)F)=O)C2CC2)C2CCC(CC2)(F)F N-((R)-(2-((S)-amino(4,4-difluorocyclohexyl)methyl)-1H-benzo[d]imidazol-5-yl)(cyclopropyl)methyl)-3-cyclopropyl-2,2-difluoropropanamide